4-(methylsulfonyl)benzene CS(=O)(=O)C1=CC=CC=C1